FC1=CC=C(C=C1)C1=CC=C(C=C1)CCCNC=1C2=C(N=C(N1)SC)SC(=N2)C N-(3-(4'-fluoro-[1,1'-biphenyl]-4-yl)propyl)-2-methyl-5-(methylsulfanyl)-[1,3]thiazolo[5,4-d]pyrimidin-7-amine